OC1(COC1)CN1CC2=C3C(=CC=C2CC1)NC(=C3)C=O {2-[(3-hydroxyoxetan-3-yl)methyl]-2,3,4,7-tetrahydro-1H-pyrrolo[2,3-H]isoquinolin-8-yl}methanone